C1(=CC=CC=C1)C(=C(C1=CC=CC=C1)C1=CC=CC=C1)C1=CC=CC=C1 Tetraphenyl-ethylene